((2-allyl-4-fluorophenyl)amino)-N-(2-(but-3-en-1-yl)-6-methoxypyridin-3-yl)-2-(trifluoromethyl)isonicotinamide C(C=C)C1=C(C=CC(=C1)F)NC1=C(C(=O)NC=2C(=NC(=CC2)OC)CCC=C)C=CN=C1C(F)(F)F